4-(4-Cyanophenoxy)-benzol C(#N)C1=CC=C(OC2=CC=CC=C2)C=C1